NCCC(=O)OCC1=CC(=CC(=C1)[N+](=O)[O-])[N+](=O)[O-] 3,5-dinitrobenzyl 3-aminopropionate